TRIS-Methylacryloxypropyltris(trimethylsiloxy)silane (±)-trans-Methyl-5-(4-(4-(chloromethyl)-3-methylisoxazol-5-yl)phenoxy)tetrahydro-2H-pyran-3-carboxylate COC(=O)[C@@H]1COC[C@H](C1)OC1=CC=C(C=C1)C1=C(C(=NO1)C)CCl.CC(CC(OC(C=C)=O)(C)C)[Si](O[Si](C)(C)C)(O[Si](C)(C)C)O[Si](C)(C)C |r|